FC1(CC2(C1)C[C@@H](N(CC2)CC2=C1C=CN(C1=C(C=C2OC)C)C(=O)OC(C)(C)C)C2=C(C=C(C=C2)C(=O)OC)NC)F tert-Butyl (R)-4-((2,2-Difluoro-6-(4-(methoxycarbonyl)-2-(methylamino)phenyl)-7-azaspiro[3.5]nonan-7-yl)methyl)-5-methoxy-7-methyl-1H-indole-1-carboxylate